4a-(2,3-dichlorophenyl)hexahydro-2H-benzo[b][1,4]oxazin-3(4H)-one ClC1=C(C=CC=C1Cl)C12C(OCC(N1)=O)CCCC2